6-bromo-3-ethylsulfonyl-imidazo[1,2-a]pyridine-2-carboxylic acid ethyl ester C(C)OC(=O)C=1N=C2N(C=C(C=C2)Br)C1S(=O)(=O)CC